OC=1C=C(C=C(C1O)OC)CC(=O)O 3,4-dihydroxy-5-methoxy-phenylacetic acid